C(C)(C)(C)NC(=O)C1=NC=C(N=C1)N1[C@@H](C2=C(CC1)NC=N2)C2=NN1C(C(=CC=C1)OC(F)(F)F)=C2 (S)-N-(tert-butyl)-5-(4-(4-(trifluoromethoxy)pyrazolo[1,5-a]pyridin-2-yl)-1,4,6,7-tetrahydro-5H-imidazo[4,5-c]pyridin-5-yl)pyrazine-2-carboxamide